ClC1=C(C=CC=C1Cl)N1CCN(CC1)CCC(O)C=1C=C2CCN(C2=CC1)C(C)=O 1-(5-(3-(4-(2,3-dichlorophenyl)piperazin-1-yl)-1-hydroxypropyl)indolin-1-yl)ethane-1-one